2-[(RS)-[(3,5-dimethylpyridin-2-yl)methyl]sulfinyl]-5-methoxy-1H-benzimidazole CC=1C(=NC=C(C1)C)C[S@@](=O)C1=NC2=C(N1)C=CC(=C2)OC |r|